C12(CC(C1)C2)C(=O)OCOC2=NC=C(C=N2)F ((5-fluoropyrimidin-2-yloxy) methyl) bicyclo[1.1.1]pentane-1-carboxylate